7-oxo-7-((7,7,8,8,8-pentafluorooctyl)oxy)heptanoic acid O=C(CCCCCC(=O)O)OCCCCCCC(C(F)(F)F)(F)F